C[C@H](CCCC(C)C(=O)O)[C@H]1CC[C@@H]2[C@@]1(CC[C@H]3[C@H]2CC=C4[C@@]3(CC[C@@H](C4)O)C)C 3B-hydroxy-5-cholestenoic acid